Tert-butyl (4R)-3-[1-(dimethylamino)-1-methyl-ethyl]-6-azaspiro[3.4]octane-6-carboxylate CN(C(C)(C)C1CC[C@]12CN(CC2)C(=O)OC(C)(C)C)C